C(C=C)C1=CC=C(C=C1)C(C(F)(F)F)(C(F)(F)F)C1=CC=C(C=C1)O.[K] potassium 4-(2-(4-allylphenyl)-1,1,1,3,3,3-hexafluoropropane-2-yl)phenol